FC1(CN(CC1)C1CCC(CC1)N)F (1r,4r)-4-(3,3-difluoro-pyrrolidin-1-yl)cyclohexan-1-amine